5-amino-1,3-dihydrobenzimidazole-2-thione NC1=CC2=C(NC(N2)=S)C=C1